FC(C=1N=C(OC1C(=O)N1[C@@H](C2=C(CC1)NC=N2)C=2OC1=C(N2)C=C(C=C1)F)C1=NC=CC=N1)F (S)-(4-(difluoromethyl)-2-(pyrimidin-2-yl)oxazol-5-yl)(4-(5-fluorobenzo[d]oxazol-2-yl)-6,7-dihydro-1H-imidazo[4,5-c]pyridin-5(4H)-yl)methanone